N-(1-propylbutoxycarbonyl)diisopropylamine C(CC)C(CCC)OC(=O)N(C(C)C)C(C)C